N[C@H](CO)C=1C=C(C=CC1)C=1C=CC2=C(C(=CO2)COC2=C(C=CC=C2)CC(=O)OCC)C1 (S)-ethyl 2-(2-((5-(3-(1-amino-2-hydroxy ethyl)phenyl)benzofuran-3-yl)methoxy)phenyl)acetate